O(C1=CC=CC=C1)C1=CC=C(C(=O)NCC(=O)N2CC(CC2C(=O)N)N2CCCC2)C=C1 1'-((4-phenoxy-benzoyl)glycyl)-[1,3'-bipyrrolidine]-5'-carboxamide